N-(6-(4-fluorophenyl)-3-nitropyridin-2-yl)-6-phenylnicotinamide FC1=CC=C(C=C1)C1=CC=C(C(=N1)NC(C1=CN=C(C=C1)C1=CC=CC=C1)=O)[N+](=O)[O-]